C(CCC)C1=C(C(C(=O)O)=CC=C1C(=O)O)C(=O)O butyltrimellitic acid